C[SiH](C)[Hf](C1(C=CC=C1)C[Si](C)(C)C)C1(C=CC=C1)C[Si](C)(C)C dimethylsilyl-bis(trimethylsilylmethylcyclopentadienyl)hafnium